P(O)(=O)(OP(=O)(O)O)OC[C@@H]1CC[C@@](O1)(N1C=NC=2C(=O)NC(N)=NC12)N amino-dideoxyguanosine 5'-diphosphate